N-[(1R)-1-[4-Hydroxy-3-methoxy-5-(1-methylpyrazol-4-yl)phenyl]ethyl]-2-methyl-5-[(1R,5S)-8-methyl-3,8-diazabicyclo[3.2.1]octan-3-yl]benzamide OC1=C(C=C(C=C1C=1C=NN(C1)C)[C@@H](C)NC(C1=C(C=CC(=C1)N1C[C@H]2CC[C@@H](C1)N2C)C)=O)OC